NC(CC(=O)O)C(NC(C)NC(=O)C1CCCC1)=O 3-amino-3-{[1-(cyclopentylcarbonylamino)ethyl]carbamoyl}propanoic acid